The molecule is a gamma-lactone that is dihydrofuran-2(3H)-one substituted by a hydroxyethyl group at position 3 and a methyl group at position 4 (the 3R,4S,1'R stereoisomer). Isolated from an edible mushroom Mycoleptodonoides aitchisonii, it exhibits protective activity against endoplasmic reticulum (ER) stress dependent cell death. It has a role as a metabolite and a neuroprotective agent. It is a gamma-lactone and a secondary alcohol. C[C@@H]1COC(=O)[C@H]1[C@@H](C)O